C1=CC=CC=2C3=CC=CC=C3C(C12)COC(=O)N[C@@H](CC(C)C)C(=O)N[C@@H]([C@H](OC(C)C)C)C(=O)O N-[(9H-fluoren-9-ylmethoxycarbonyl)-leucyl]-O-isopropyl-threonine